2-(1-acryloyl-4-(6-chloro-8-fluoro-7-(6-methyl-1H-indazol-7-yl)-2-(((S)-1-methylpyrrolidin-2-yl)methoxy)quinazolin-4-yl)piperazin-2-yl)acetonitrile C(C=C)(=O)N1C(CN(CC1)C1=NC(=NC2=C(C(=C(C=C12)Cl)C=1C(=CC=C2C=NNC12)C)F)OC[C@H]1N(CCC1)C)CC#N